(R)-1-(4-(1-((6-(3-(2-Ethoxyphenoxy)piperidin-1-yl)pyrazin-2-yl)amino)-2-methyl-1-oxopropan-2-yl)phenyl)piperidin C(C)OC1=C(O[C@H]2CN(CCC2)C2=CN=CC(=N2)NC(C(C)(C)C2=CC=C(C=C2)N2CCCCC2)=O)C=CC=C1